C(C(C)C)OC(NC[C@]1(OC2=C(C1)C1=C(N=C(S1)C1=C3N=CC(=NC3=CC(=C1)C)OC)C=C2F)C)=O (S)-((5-fluoro-2-(2-methoxy-7-methylquinoxalin-5-yl)-7-methyl-7,8-dihydrobenzofuro[5,4-d]thiazol-7-yl)methyl)carbamic acid isobutyl ester